FC(C(=O)O)(F)F.COC1=CC(=NC=N1)C1=C(C=CC=C1)O (6-methoxypyrimidin-4-yl)phenol trifluoroacetate